4-((R)-2-azidobut-2-yl)-6-chloro-1-(((R)-4-methyl-4-(methylsulfanyl)pentan-2-yl)oxy)-2,7-naphthyridine N(=[N+]=[N-])[C@](C)(CC)C1=CN=C(C2=CN=C(C=C12)Cl)O[C@H](C)CC(C)(SC)C